(R)-5-(2-(dimethylamino)ethoxy)-2-methyl-N-(1-(3-(1-methyl-1H-pyrazol-4-yl)-5-(1-methyl-3-(trifluoromethyl)-1H-pyrazol-4-yl)phenyl)ethyl)benzamide CN(CCOC=1C=CC(=C(C(=O)N[C@H](C)C2=CC(=CC(=C2)C=2C(=NN(C2)C)C(F)(F)F)C=2C=NN(C2)C)C1)C)C